ClC=1C(=CC(=C(C1)C1=C(C=C2C(NC(N3C2=C1SC[C@@H](C3)OCOC)=O)=C)C(F)(F)F)F)F (3R)-11-(5-chloro-2,4-difluorophenyl)-3-(methoxymethoxy)-8-methylene-10-(trifluoromethyl)-3,4,7,8-tetrahydro-2H,6H-[1,4]thiazepino[2,3,4-ij]quinazolin-6-one